1,2,3-propanetricarboxylic acid tris(2-isobutylcyclohexylamide) C(C(C)C)C1C(CCCC1)NC(=O)CC(CC(=O)NC1C(CCCC1)CC(C)C)C(=O)NC1C(CCCC1)CC(C)C